1-heneicosanoyl-sn-glycero-3-phosphocholine C(CCCCCCCCCCCCCCCCCCCC)(=O)OC[C@@H](O)COP(=O)([O-])OCC[N+](C)(C)C